N-[3-(2-aminoethyl-amino)propyl]-4-[[3-(2,3-difluoro-4-methoxyphenyl)imidazo[1,2-a]pyrazin-8-yl]amino]-2-ethylbenzamide NCCNCCCNC(C1=C(C=C(C=C1)NC=1C=2N(C=CN1)C(=CN2)C2=C(C(=C(C=C2)OC)F)F)CC)=O